2-(4-(S-methylsulfonimidoyl)piperidine-1-carbonyl)anthracene-9,10-dione CS(=O)(=N)C1CCN(CC1)C(=O)C1=CC=2C(C3=CC=CC=C3C(C2C=C1)=O)=O